2-({9-chloro-7-methoxy-1H,2H,3H-cyclopenta[b]quinolin-6-yl}oxy)ethan-1-ol ClC1=C2C(=NC=3C=C(C(=CC13)OC)OCCO)CCC2